C(C)N1N=C(C=C1)C=1C=C(C=C(C1)C=1C=NN(C1)COC)[C@@H](C)NC(C1=C(C=CC(=C1)OC[C@H]1N(CC1)C)C)=O N-((R)-1-(3-(1-ethyl-1H-pyrazol-3-yl)-5-(1-(methoxymethyl)-1H-pyrazol-4-yl)phenyl)ethyl)-2-methyl-5-(((S)-1-methylazetidin-2-yl)methoxy)benzamide